furan-2-yl-(5-(furan-2-yl)oxazol-2-yl)methanone O1C(=CC=C1)C(=O)C=1OC(=CN1)C=1OC=CC1